CC1(C2CC([C@@]1(CC2)CS(=O)(=O)O)=O)C ((1S)-7,7-dimethyl-2-oxo-norbornan-1-yl)methanesulfonic acid